bis(5-octyl-2-hydroxyphenyl)sulphide C(CCCCCCC)C=1C=CC(=C(C1)SC1=C(C=CC(=C1)CCCCCCCC)O)O